(E)-N-(4-(3-chloro-4-fluorophenyl)-4H-pyrido[2,3,4-de]quinazolin-7-yl)-4-(cyclopropylamino)but-2-enamide ClC=1C=C(C=CC1F)N1C=CC=2C=3C1=NC=NC3C=CC2NC(\C=C\CNC2CC2)=O